1-methyl-1-(1-(1-oxo-1,2-dihydroisoquinolin-4-yl)ethyl)-urea CN(C(=O)N)C(C)C1=CNC(C2=CC=CC=C12)=O